FC=1C(=C(C=CC1)NC1=C(NC2=C1C(NCC2)=O)C2=CC(=NC=C2)C2=CC=CC=C2)OC 3-((3-fluoro-2-methoxyphenyl)amino)-2-(2-phenylpyridin-4-yl)-1,5,6,7-tetrahydro-4H-pyrrolo[3,2-c]pyridin-4-one